3-[[4-(2,6-Dimethylphenyl)-6-[[(2S,3R)-3-isopropoxy-7-[5-methyl-6-[1-(trifluoromethyl)cyclopropyl]pyrrolo[2,3-b]pyrazin-3-yl]azepan-2-yl]methoxy]pyrimidin-2-yl]sulfamoyl]benzoic acid CC1=C(C(=CC=C1)C)C1=NC(=NC(=C1)OC[C@@H]1NC(CCC[C@H]1OC(C)C)C1=CN=C2C(=N1)N(C(=C2)C2(CC2)C(F)(F)F)C)NS(=O)(=O)C=2C=C(C(=O)O)C=CC2